azabicyclo[3.1.0]hexan-6-amine N12CCCC2C1N